N1=C(C=CC=C1)\C=N\NC(=O)C1=NC(=CN=C1)C=1C=NC(=CC1)OC(F)(F)F (E)-N'-(pyridin-2-ylmethylene)-6-(6-(trifluoromethoxy)pyridin-3-yl)pyrazine-2-carbohydrazide